1-[(2,4-difluorophenyl)methyl]-3-[(1-methyl-1H-1,3-benzodiazol-5-yl)methyl]-1-(1-methylpiperidin-4-yl)urea FC1=C(C=CC(=C1)F)CN(C(=O)NCC1=CC2=C(N(C=N2)C)C=C1)C1CCN(CC1)C